ClC=1C=C(C=CC1)[C@@H](CN(C)C)N1C(C=C(C=C1)C1=CNC2=NC=C(C=C21)N2CCOCC2)=O (S)-1-(1-(3-chlorophenyl)-2-(dimethylamino)ethyl)-4-(5-morpholino-1H-pyrrolo[2,3-b]pyridin-3-yl)pyridin-2(1H)-one